C1N[C@@H](CC2=CC=CC=C12)CN1CCOCC1 (S)-4-((1,2,3,4-tetrahydroisoquinolin-3-yl)methyl)morpholine